(2-hydroxyethyl)-N,N,N'-trimethylethylenediamine OCCN(CCN(C)C)C